6-(4-((2s,5S)-4-acryloyl-5-(hydroxymethyl)-1-(methylsulfonyl)piperazin-2-yl)-6-chloropyridin-2-yl)-N-methylpyrimidine-4-carboxamide C(C=C)(=O)N1C[C@@H](N(C[C@H]1CO)S(=O)(=O)C)C1=CC(=NC(=C1)Cl)C1=CC(=NC=N1)C(=O)NC